O(S(=O)(=O)C(F)(F)F)C1=CC=C2C=CC(NC2=C1)=O 2-oxo-1,2-dihydroquinolin-7-yl triflate